CC1=C2COC(C2=CC=C1[C@@H]1NCCNC1)=O (S)-4-methyl-5-(piperazin-2-yl)isobenzofuran-1(3H)-one